N-(2-methoxyethyl)-1-methyl-2-(oxazolo[5,4-b]pyridin-2-ylamino)-1H-benzo[d]imidazole-5-carboxamide COCCNC(=O)C1=CC2=C(N(C(=N2)NC=2OC3=NC=CC=C3N2)C)C=C1